1-(6-(1-azidoethyl)spiro[3.3]hept-2-yl)-3-(4-chlorobenzyl)urea N(=[N+]=[N-])C(C)C1CC2(CC(C2)NC(=O)NCC2=CC=C(C=C2)Cl)C1